N-[N-[(S)-1,3-dicarboxypropyl]carbamoyl]-4-fluorobenzyl-L-cysteine C(=O)(O)[C@H](CCC(=O)O)NC(=O)N([C@@H](CS)C(=O)O)CC1=CC=C(C=C1)F